1-(3-(trifluoromethyl)benzyl)-1H-1,2,3-triazole FC(C=1C=C(CN2N=NC=C2)C=CC1)(F)F